(3-amino-6-((1RS,2RS)-2-methylcyclopropyl)-1H-pyrazolo[3,4-b]pyridin-1-yl)(2-methoxyphenyl)methanone NC1=NN(C2=NC(=CC=C21)[C@H]2[C@@H](C2)C)C(=O)C2=C(C=CC=C2)OC |r|